2-(3-fluoro-4-methoxyphenyl)-7-[(3ar,6as)-5-(2-hydroxyethyl)hexahydropyrrolo[3,4-c]pyrrol-2(1H)-yl]-4H-pyrido[1,2-a]pyrimidin-4-one FC=1C=C(C=CC1OC)C=1N=C2N(C(C1)=O)C=C(C=C2)N2C[C@@H]1CN(C[C@@H]1C2)CCO